OC[C@@H]1[C@@H](CN(CC1)C(=O)OC(C)(C)C)C tert-butyl (3S,4S)-4-(hydroxymethyl)-3-methylpiperidine-1-carboxylate